ClC=1C=C(C=C(C1OC=1C=C2CCN(C(C2=CC1)=O)CC1=CC(=C(C=C1)F)Cl)Cl)N1N=CC(NC1=O)=O 2-(3,5-Dichloro-4-((2-(3-chloro-4-fluorobenzyl)-1-oxo-1,2,3,4-tetrahydroisoquinoline-6-yl)oxy)phenyl)-1,2,4-triazine-3,5(2H,4H)-dione